4-((3-amino-3H-pyrazol-4-yl)(5-hydroxy-1-phenyl-3-(trifluoromethyl)-1H-pyrazol-4-yl)methyl)benzonitrile NC1N=NC=C1C(C1=CC=C(C#N)C=C1)C=1C(=NN(C1O)C1=CC=CC=C1)C(F)(F)F